tungstic antimonate [Sb]([O-])([O-])([O-])=O.[W+6].[Sb]([O-])([O-])([O-])=O